NC1CCC(CC1)CNC1=C(C=C(C=C1)N1CC(OC(C1)C)C)F N-(((1r,4r)-4-aminocyclohexyl)methyl)-4-(2,6-dimethylmorpholino)-2-fluoroaniline